7-bromo-4-oxo-3H-phthalazine-1-carbaldehyde BrC1=CC=C2C(NN=C(C2=C1)C=O)=O